[3-fluoro-5-(1,1,2,2,3,3,3-heptafluoropropyl)-2-pyridyl]-2-[1-(3-hydroxypentyl)tetrazol-5-yl]sulfanyl-5-nitro-benzamide FC=1C(=NC=C(C1)C(C(C(F)(F)F)(F)F)(F)F)C=1C(=C(C(=O)N)C=C(C1)[N+](=O)[O-])SC1=NN=NN1CCC(CC)O